6-chloro-2-(2-hydroxyethyl)-1,4-dihydroisoquinolin-3(2H)-one ClC=1C=C2CC(N(CC2=CC1)CCO)=O